N-(3-(6-amino-5-(2-(methylamino)ethoxy)pyrimidin-4-yl)-5-fluoro-2-methylphenyl)-7-fluoro-3H-spiro[benzofuran-2,1'-cyclopropane]-6-carboxamide NC1=C(C(=NC=N1)C=1C(=C(C=C(C1)F)NC(=O)C1=C(C2=C(CC3(CC3)O2)C=C1)F)C)OCCNC